C(C)(C)C1=C(C(C(=O)[O-])=CC(=C1)C(C)C)O.[Cr+3].C(C)(C)C1=C(C(C(=O)[O-])=CC(=C1)C(C)C)O.C(C)(C)C1=C(C(C(=O)[O-])=CC(=C1)C(C)C)O chromium 3,5-diisopropylsalicylate